trans-4-((4-(2-Cyclopropyloxazol-4-yl)pyridine-2-yl)((trans-4-(5-methoxy-6-methylpyridin-2-yl)cyclohexyl)methyl)carbamoyl)cyclohexyl 3-methylazetidine-1-carboxylate CC1CN(C1)C(=O)O[C@@H]1CC[C@H](CC1)C(N(C[C@@H]1CC[C@H](CC1)C1=NC(=C(C=C1)OC)C)C1=NC=CC(=C1)C=1N=C(OC1)C1CC1)=O